4-chloro-2-(3-iodophenyl)thiazolo[4,5-c]Pyridine ClC1=NC=CC2=C1N=C(S2)C2=CC(=CC=C2)I